4-Nitrophenyl (R)-(1-(3-methoxyphenyl)ethyl)carbamate COC=1C=C(C=CC1)[C@@H](C)NC(OC1=CC=C(C=C1)[N+](=O)[O-])=O